N-[(4-chlorophenyl)methyl]-N-methyl-1H-imidazole-4-carboxamide ClC1=CC=C(C=C1)CN(C(=O)C=1N=CNC1)C